1-(1-(4-Benzyl-3,4-dihydro-2H-benzo[b][1,4]thiazin-6-yl)but-3-en-1-yl)-3-(1H-indol-6-yl)urea C(C1=CC=CC=C1)N1C2=C(SCC1)C=CC(=C2)C(CC=C)NC(=O)NC2=CC=C1C=CNC1=C2